N-(2-(2-oxa-5-azabicyclo[4.1.0]hept-5-yl)-5-fluoropyrimidin-4-yl)-5-(4-(difluoromethoxy)phenyl)pyridazin-3-amine C12OCCN(C2C1)C1=NC=C(C(=N1)NC=1N=NC=C(C1)C1=CC=C(C=C1)OC(F)F)F